(-)-2-(2-(1-(7-(3-(aminomethyl)phenyl)benzofuran-5-yl)ethoxy)phenyl)acetic acid NCC=1C=C(C=CC1)C1=CC(=CC=2C=COC21)C(C)OC2=C(C=CC=C2)CC(=O)O